3-bromo-3'-chloro-biphenyl BrC=1C=C(C=CC1)C1=CC(=CC=C1)Cl